FC(OC=1N=CC(=NC1)B(O)O)F 5-(DIFLUOROMETHOXY)PYRAZINE-2-BORONIC ACID